CC1=C2C(=CC=NC2=CC=C1)NC=1C=C(C(=O)NC2=CC=C(C=C2)NC2=CC=NC=C2)C=CC1 3-((5-Methylquinolin-4-yl)amino)-N-(4-(pyridin-4-ylamino)phenyl)benzamide